2-(3-fluoro-5-isopropyl-2-methoxyphenyl)-2-((R)-3-(methyl(4-((S)-1,2,3,4-tetrahydro-1,8-naphthyridin-2-yl)butyl)amino)pyrrolidin-1-yl)acetic acid FC=1C(=C(C=C(C1)C(C)C)C(C(=O)O)N1C[C@@H](CC1)N(CCCC[C@@H]1NC2=NC=CC=C2CC1)C)OC